NCCC1(C=NC2=CC=CC=C12)C=O Tryptamine-3-aldehyde